C[C@H]1OCCN(C1)C1=NC=CC(=N1)NC(C1=C(C=C(C=C1)S(=O)(=O)C)N1CCC2(CC2)CC1)=O (R)-N-(2-(2-Methylmorpholino)pyrimidin-4-yl)-4-(methylsulfonyl)-2-(6-azaspiro[2.5]octan-6-yl)benzamide